2-bromo-5-nitro-1,3-bis(trifluoromethyl)benzene Methyl-4-(((meth-ylsulfonyl)oxy)-methyl)piperidine-1-carboxylate COC(=O)N1CCC(CC1)COS(=O)(=O)C.BrC1=C(C=C(C=C1C(F)(F)F)[N+](=O)[O-])C(F)(F)F